cyclohexane-acetic acid hexyl-acetate C(CCCCC)OC(C)=O.C1(CCCCC1)CC(=O)O